COC([C@@H](CC(F)F)NC)=O (R)-4,4-difluoro-2-(methylamino)butanoic acid methyl ester